CNC1=NC(=CC(=C1[N+](=O)[O-])N1CCOCC1)N1N=C(C=C1)C=1C=C(C=CC1)C N-methyl-4-morpholino-3-nitro-6-(3-(m-tolyl)-1H-pyrazol-1-yl)pyridin-2-amine